FC(OC1CN(CC1)CCOCC1=CC=CC=N1)F 6-((2-(3-(difluoromethoxy)pyrrolidin-1-yl)ethoxy)methyl)pyridin